3-[5-[4-(2-aminoethyl)-1-piperidyl]-3-methyl-indol-1-yl]piperidine-2,6-dione NCCC1CCN(CC1)C=1C=C2C(=CN(C2=CC1)C1C(NC(CC1)=O)=O)C